2-[3-(1,3-benzodioxol-5-yl)-1H-pyrazol-5-yl]-6-bromopyridine O1COC2=C1C=CC(=C2)C2=NNC(=C2)C2=NC(=CC=C2)Br